C1(=CC=CC=C1)C(=C1OC2=C(C1P(C1=CSC=C1)(C=1SC=CC1)=O)C=CC(=C2)OC)C2=CC=CC=C2 (2-(diphenylmethylene)-6-methoxy-2,3-dihydrobenzofuran-3-yl)(thiophen-2-yl)(thiophen-3-yl)phosphine oxide